FC1(CN(C[C@@H](C1)N1C(CCC1)=O)C(=O)OC1=CC=C(C=C1)Cl)F 4-chlorophenyl (5R)-3,3-difluoro-5-(2-oxopyrrolidin-1-yl)piperidine-1-carboxylate